N-(4-nitropyridin-2-yl)-N-phenylacetamide [N+](=O)([O-])C1=CC(=NC=C1)N(C(C)=O)C1=CC=CC=C1